IC1=CC=C(CN2CCN(CC2)C2=CC=C(C=C2)C2=CC3=C(C(=N2)C)C=C(N3C)C3=CC=C(C=C3)S(=O)(=O)C)C=C1 6-(4-(4-(4-iodobenzyl)piperazin-1-yl)phenyl)-1,4-dimethyl-2-(4-(methylsulfonyl)phenyl)-1H-pyrrolo[3,2-c]pyridine